4-PIPERIDONE HCL HYDRATE O.Cl.N1CCC(CC1)=O